(±)-Ethyl 2-(4-(3-aminotetrahydrofuran-3-yl)phenyl)pentanoate NC1(COCC1)C1=CC=C(C=C1)C(C(=O)OCC)CCC